CC(C)(C)OC(=O)NCCC(=O)O N-(tert-butoxycarbonyl)-β-alanine